NC1=C(C(=NC=N1)OC1=CC(=C(C=C1)NC(=O)NC1=CC(=NN1C1=CC=C(C=C1)OC)C(C)(C)C)C)C#N 1-(4-((6-amino-5-cyanopyrimidin-4-yl)oxy)-2-methylphenyl)-3-(3-(tert-butyl)-1-(4-methoxyphenyl)-1H-pyrazol-5-yl)urea